(1-(8-fluoro-7-(7-fluoro-3-(methoxymethoxy)-8-((triisopropylsilyl)ethynyl)naphth-1-yl)-5-methyl-2-(methanesulfonyl)pyrido[4,3-d]pyrimidin-4-yl)piperidin-3-yl)methanol FC1=C(N=C(C2=C1N=C(N=C2N2CC(CCC2)CO)S(=O)(=O)C)C)C2=CC(=CC1=CC=C(C(=C21)C#C[Si](C(C)C)(C(C)C)C(C)C)F)OCOC